FC=1C=C(C=C(C1)OC(F)(F)F)C(C(=O)O)(C)C (3-fluoro-5-(trifluoromethoxy)phenyl)-2-methylpropanoic acid